FC1(CN(CCC1C1=CC2=C(N(C(N2C)=O)C2C(N(C(CC2)=O)CC2=CC=C(C=C2)OC)=O)C=C1)C(=O)OC(C)(C)C)F Tert-butyl 3,3-difluoro-4-[1-[1-[(4-methoxyphenyl) methyl]-2,6-dioxo-3-piperidyl]-3-methyl-2-oxo-benzimidazol-5-yl]piperidine-1-carboxylate